CS(=O)(=O)CC=1C=C(C=C)C=CC1 3-(methylsulfonylmethyl)styrene